ClC=1C=C(C=CC1Cl)C1CCN(CC1)CC=1C=C(C=CC1C(F)(F)F)N(CCN(C)C)C N1-(3-((4-(3,4-dichlorophenyl)piperidin-1-yl)methyl)-4-(trifluoromethyl)phenyl)-N1,N2,N2-trimethylethan-1,2-diamine